Cl.Cl.C1(=CC=CC=C1)[C@H]1[C@@H](CNC1)C(=O)NC1=C2C=CC=NC2=CC=C1 |r| (±)-trans-4-phenyl-N-(quinolin-5-yl)pyrrolidine-3-carboxamide dihydrochloride